1-naphthyl-(1-amylindol-3-yl)methanone tert-butyl-(E)-4-(4-(2-cyano-3-(pyridin-3-yl)guanidino)butyl)piperidine-1-carboxylate C(C)(C)(C)OC(=O)N1CCC(CC1)CCCCN/C(=N\C#N)/NC=1C=NC=CC1.C1(=CC=CC2=CC=CC=C12)C(=O)C1=CN(C2=CC=CC=C12)CCCCC